ClC1=C(C=CC=C1)C1=CC(=CC(=C1)Cl)Cl 2',3,5-trichlorobiphenyl